hydroxy-4-(2-hydroxyethoxy)-benzoic acid OC1=C(C(=O)O)C=CC(=C1)OCCO